CC=1C2=C(N=CN1)N(C(=C2)C2=CC=C(C=C2)NC(CC2=CC=C(C=C2)[N+](=O)[O-])=O)COCC[Si](C)(C)C N-[4-(4-methyl-7-{[2-(trimethylsilyl)ethoxy]methyl}-7H-pyrrolo[2,3-d]pyrimidin-6-yl)phenyl]-2-(4-nitrophenyl)acetamide